FC(C1(N=NC=CC=C1)C1=CC=C(C=C1)CCC(=O)O)(F)F 3-(4-(3-(trifluoromethyl)-3H-diazepin-3-yl)phenyl)propanoic acid